N-(5-(5-bromo-3-nitropyridin-2-yl)thiazol-2-yl)acetamide BrC=1C=C(C(=NC1)C1=CN=C(S1)NC(C)=O)[N+](=O)[O-]